N12C=3C=CC=CC3N=C2N=C(C=C1)C(=O)OCC Ethyl 1,8,10-triazatricyclo[7.4.0.02,7]trideca-2(7),3,5,8,10,12-hexaene-11-carboxylate